O=C[C@H](O)[C@H](O)[C@H](S)CO D-4-Thioribose